CC1=C(C=CC(=N1)N[C@@H]1CN(CC1)C(=O)OCCCC)C1=NOC(=N1)C(F)(F)F butyl (3S)-3-({6-methyl-5-[5-(trifluoromethyl)-1,2,4-oxadiazol-3-yl]pyridin-2-yl}amino)pyrrolidine-1-carboxylate